C(C)(C)C1=C(C=CC=C1)C=1N=CC2=C(N1)C(=CN2CCOC)CC2=CC=C(C=C2)C=2N(C=C(N2)C(F)(F)F)C 2-(2-isopropylphenyl)-5-(2-methoxyethyl)-7-[[4-[1-methyl-4-(trifluoromethyl)imidazol-2-yl]phenyl]methyl]pyrrolo[3,2-d]pyrimidine